6-bromo-8-chloro-1',1'-dimethyl-spiro[2H-imidazo[1,5-a]pyridine-3,2'-cyclohexane]-1,5-dione BrC1=CC(=C2N(C1=O)C1(C(CCCC1)(C)C)NC2=O)Cl